C(C1=CC=CC=C1)(=O)N1C(N(C=CC1=O)[C@@H]1O[C@@H]([C@H]([C@H]1COC)O)CO)=O 3-benzoyl-1-((2R,3R,4S,5R)-4-hydroxy-5-(hydroxymethyl)-3-(methoxymethyl)tetrahydrofuran-2-yl)pyrimidine-2,4(1H,3H)-dione